ClC1=CC=C(C=C1)C1=NNCC1C=1SC=CC1 3-(4-chlorophenyl)-4-(thiophen-2-yl)-4,5-dihydro-1H-pyrazole